racemic-trans-tert-butyl 3,3-difluoro-4-[[6-iodo-3-(trifluoromethylsulfanyl)imidazo[1,2-a]pyridine-8-carbonyl]amino]-5-methyl-piperidine-1-carboxylate FC1(CN(C[C@H]([C@@H]1NC(=O)C=1C=2N(C=C(C1)I)C(=CN2)SC(F)(F)F)C)C(=O)OC(C)(C)C)F |r|